cyclopropylimino-[2-(3-ethylsulfonyl-2-pyridyl)-1,3-benzoxazol-5-yl]-oxo-(trifluoromethyl)-λ6-sulfane C1(CC1)N=S(C(F)(F)F)(=O)C=1C=CC2=C(N=C(O2)C2=NC=CC=C2S(=O)(=O)CC)C1